CN1[C@H](C2=CC=C(C=C2CC1)C1=C(C=CC=C1)C)CNC1=C(C(=O)O)C=CN=C1 (R)-3-(((2-methyl-6-(o-tolyl)-1,2,3,4-tetrahydroisoquinolin-1-yl)methyl)amino)isonicotinic acid